N1CC(C1)OC1=CC(=C(C(=C1)F)[C@H]1N([C@@H](CN2C1=CC=1C=CC=CC21)C)CC(CO)(C)F)F 3-((1R,3R)-1-(4-(azetidin-3-yloxy)-2,6-difluorophenyl)-3-methyl-3,4-dihydropyrazino[1,2-a]indol-2(1H)-yl)-2-fluoro-2-methylpropan-1-ol